N1(C=NC=C1)C1C(=C(C(CC1)(C)C)/C=C/C(=C/C=C/C(=C\C(=O)NC1=CC(=CC=C1)F)/C)/C)C (2Z,4E,6E,8E)-9-(3-(1H-imidazol-1-yl)-2,6,6-trimethylcyclohex-1-en-1-yl)-N-(3-fluorophenyl)-3,7-dimethylnona-2,4,6,8-tetraenamide